(R)-8-(4-cyclopropoxyphenyl)-N-(1-hydroxypropan-2-yl)-6-methoxyquinoline-3-carboxamide C1(CC1)OC1=CC=C(C=C1)C=1C=C(C=C2C=C(C=NC12)C(=O)N[C@@H](CO)C)OC